(3S)-3-{[(benzyloxy)carbonyl]amino}-4-[(tert-butoxycarbonyl)amino]butanoic acid C(C1=CC=CC=C1)OC(=O)N[C@@H](CC(=O)O)CNC(=O)OC(C)(C)C